C1(=CC=CC=C1)C(C1=CC=CC=C1)=[15N]C(C(=O)OCC)C ethyl 2-((diphenylmethylene)amino-15N)propanoate